C1(CCC2=C(C=3CCC(C3C=C12)([2H])[2H])NC(=O)N=[S@](=O)(N)C1=CN=C(S1)C(C)(C)O)([2H])[2H] (R)-N'-((1,2,3,5,6,7-hexahydro-s-indacen-4-yl-1,1,7,7-d4)carbamoyl)-2-(2-hydroxypropan-2-yl)-thiazole-5-sulfonimidamide